1,3,5-undectriene C=CC=CC=CCCCCC